cyclopentene-ol C1(=CCCC1)O